4-(6-chloro-8-fluoro-4-((1R,5S)-8-isopentyl-3,8-diazabicyclo[3.2.1]octan-3-yl)-2-((tetrahydro-1H-pyrrolizin-7a(5H)-yl)methoxy)-quinazolin-7-yl)-7-fluoro-benzo[d]thiazol-2-amine ClC=1C=C2C(=NC(=NC2=C(C1C1=CC=C(C2=C1N=C(S2)N)F)F)OCC21CCCN1CCC2)N2C[C@H]1CC[C@@H](C2)N1CCC(C)C